BrCCC1CO1 1-bromo-3,4-butylene oxide